N=1C=CN2C1C=C(C=C2)C2(CC2)C(=O)OC methyl 1-imidazo[1,2-a]pyridin-7-yl-cyclopropanecarboxylate